N(C1=CC=C(C=C1)C(C)=O)(C1=CC=C(C=C1)C(C)=O)C1=CC=C(C=C1)C(C)=O 1,1',1''-(nitrilotris(benzene-4,1-diyl))triethanone